NC1=NC=CC=C1C1=NC=2C(=NC(=CC2)C2=CC=CC=C2)N1C1=CC=C(CNC(C2=CC=C(C=C2)O)=O)C=C1 N-(4-(2-(2-aminopyridin-3-yl)-5-phenyl-3H-imidazo[4,5-b]pyridin-3-yl)benzyl)-4-hydroxybenzamide